6-[(4-methylbenzenesulfonyl)oxy]-hexahydrofuro[3,2-b]furan-3-yl 4-methylbenzenesulfonate CC1=CC=C(C=C1)S(=O)(=O)OC1C2C(OC1)C(CO2)OS(=O)(=O)C2=CC=C(C=C2)C